(S)-5-[1-(2-Fluoro-6-methyl-phenyl)-piperidin-4-yl]-4-methyl-7-(2-trifluoromethyl-benzyl)-2,4,5,7-tetrahydro-pyrazolo[3,4-d]pyrimidin-6-on FC1=C(C(=CC=C1)C)N1CCC(CC1)N1C(N(C=2C([C@@H]1C)=CNN2)CC2=C(C=CC=C2)C(F)(F)F)=O